ClC1=CC=C(C=C1)COC1OCCC1 2-{[(4-chlorophenyl)methyl]oxy}tetrahydrofuran